COC(C1=C(C(=C(C=C1F)C(F)(F)F)Cl)C)=O 3-chloro-6-fluoro-2-methyl-4-(trifluoromethyl)benzoic acid methyl ester